FC=1C=CC=2C3CC[C@@]4(C(\C(\[C@H](C4C3CCC2C1)CCC(=O)NC=1N=NC(=CC1)C)=C/O)=O)C 3-((13S,15S,Z)-3-fluoro-16-(hydroxymethylene)-13-methyl-17-oxo-7,8,9,11,12,13,14,15,16,17-decahydro-6H-cyclopenta[a]phenanthren-15-yl)-N-(6-methylpyridazin-3-yl)propanamide